[As].[Sn].[Fe] iron-tin-arsenic